(2,4,5-trifluorobenzyl)-6-chloro-3-((1-methyl-1H-1,2,4-triazol-3-yl)methyl)pyrimidine-2,4(1H,3H)-dione FC1=C(CN2C(N(C(C=C2Cl)=O)CC2=NN(C=N2)C)=O)C=C(C(=C1)F)F